CN(CCCOC1C[C@H](N(C1)CCCCCC(OCCCCCCCCCCC)=O)C(=O)OCCCCCCCC(=O)OC(CCCCCCCC)CCCCCCCC)C [8-(1-octylnonoxy)-8-oxo-octyl] (2S)-4-[3-(dimethylamino)propoxy]-1-(6-oxo-6-undecoxy-hexyl)pyrrolidine-2-carboxylate